[N+](=O)([O-])C1=CC=C(S1)C(=O)Cl 5-nitrothiophene-2-carbonyl chloride